cobaltous maleate C(\C=C/C(=O)[O-])(=O)[O-].[Co+2]